tridecafluorohexane-1-sulfonate FC(C(C(C(C(C(S(=O)(=O)[O-])(F)F)(F)F)(F)F)(F)F)(F)F)(F)F